6-(Benzylamino)-2(R)-[[1-(hydroxymethyl)propyl]amino]-9-isopropylpurine CC[C@H](CO)NC1=NC(=C2C(=N1)N(C=N2)C(C)C)NCC3=CC=CC=C3